tert-butyl 4-[6-chloro-8-(5-chloro-6-fluoro-1-tetrahydropyran-2-yl-indazol-4-yl)oxy-2-[(1R)-2,2-dimethoxy-1-methylethoxy]pyrido[3,4-d]pyrimidin-4-yl]piperazine-1-carboxylate ClC1=CC2=C(N=C(N=C2N2CCN(CC2)C(=O)OC(C)(C)C)O[C@@H](C(OC)OC)C)C(=N1)OC1=C2C=NN(C2=CC(=C1Cl)F)C1OCCCC1